Bismuth tris(2-ethylhexanoate) octanoate C(CCCCCCC)(=O)[O-].C(C)C(C(=O)[O-])CCCC.C(C)C(C(=O)[O-])CCCC.C(C)C(C(=O)[O-])CCCC.[Bi+4]